[(8R,9S,10R,13S,14S,17S)-10,13-dimethyl-3-oxo-1,2,6,7,8,9,11,12,14,15,16,17-dodecahydrocyclopenta[a]phenanthren-17-yl] propanoate C(CC)(=O)O[C@H]1CC[C@H]2[C@@H]3CCC4=CC(CC[C@@]4([C@H]3CC[C@]12C)C)=O